C(C)(C)(C)OC(N[C@@H]1C=2C(=NC=C(C2)F)CC12CCN(CC2)C=2C=1N(C(=C(N2)C)Br)N=CC1)=O N-[(5S)-1'-(7-bromo-6-methyl-pyrazolo[1,5-a]pyrazin-4-yl)-3-fluoro-spiro[5,7-dihydro-cyclopenta[b]pyridin-6,4'-piperidin]-5-yl]carbamic acid tert-butyl ester